C(C)(C)C1=NNC(C=2N1C1=C(C2)C=C(S1)C)=O 8-isopropyl-2-methylthieno[3',2':4,5]pyrrolo[1,2-d][1,2,4]triazin-5(6H)-one